Cl.FC1=CC(=C(CNC=2C=3N(C=C(C2)NC(N(C)C)=O)C(=C(N3)C)C)C(=C1)C)C 3-(8-((4-fluoro-2,6-dimethylbenzyl)amino)-2,3-dimethylimidazo[1,2-a]pyridin-6-yl)-1,1-dimethylurea hydrochloride